ClC1=C(C=C(C(=O)N2CCC(CC2)OCCC=O)C=C1)N1C(NC(CC1)=O)=O 3-((1-(4-chloro-3-(2,4-dioxotetrahydropyrimidine-1(2H)-yl)benzoyl)piperidin-4-yl)oxy)propanal